1-bromo-4-trifluoromethyl-benzene BrC1=CC=C(C=C1)C(F)(F)F